1H-imidazo[4,5-c]pyridine-6-carbonitrile N1C=NC=2C=NC(=CC21)C#N